N1N=CC2=CC=CC(=C12)C(C#N)=C1CCN(CC1)C(=O)N1CC=2N(CC1)C=NC2 2-(1H-indazol-7-yl)-2-(1-(5,6,7,8-tetrahydroimidazo[1,5-a]pyrazine-7-carbonyl)piperidin-4-ylidene)acetonitrile